C(CCC)[C@@H]1CC[C@H](CC1)C(=O)O trans-4-butylcyclohexanecarboxylic acid